BrC=1C=C2N(N=CC(=C2SC2CCCC2)C(=NC2=C(C=C(C=C2)O[Si](C)(C)C(C)(C)C)CC)N)C1 6-bromo-N'-[4-[tert-butyl(dimethyl)silyl]oxy-2-ethyl-phenyl]-4-cyclopentylsulfanyl-pyrrolo[1,2-b]pyridazine-3-carboxamidine